2-(6-(((1S,2S,3R,5R)-2-fluoro-1-methyl-9-azabicyclo[3.3.1]nonan-3-yl)oxy)pyridazin-3-yl)-5-(4-methyl-2H-1,2,3-triazol-2-yl)phenol F[C@H]1[C@@]2(CCC[C@H](C[C@H]1OC1=CC=C(N=N1)C1=C(C=C(C=C1)N1N=CC(=N1)C)O)N2)C